ClC=1C=CC(=C(C1)CC(=O)O)C#N 2-(5-chloro-2-cyanophenyl)acetic acid